N-4-bromophenylmethyl-glycine BrC1=CC=C(C=C1)CNCC(=O)O